C(C)C(C(=O)[O-])(CC)O 2-ethyl-2-hydroxybutyrate